C(C)(C)(C)OC(=O)N1CC(CC1)N(CC1=NN=NN1C1=CC(=CC=C1)[N+](=O)[O-])C 3-(methyl-((1-(3-nitrophenyl)-1H-tetrazol-5-yl)methyl)amino)pyrrolidine-1-carboxylic acid tert-butyl ester